S1C(=CC=C1)C#N 2-thiophenecarbonitrile